N[C@H]1CN(C[C@@H]1NC(C1=CC=C(C=C1)C(C1=C(C(=CC=C1OCOCC)OC)F)=O)=O)C(=O)OC(C)(C)C tert-butyl (3S,4S)-3-amino-4-(4-(6-(ethoxymethoxy)-2-fluoro-3-methoxybenzoyl)benzamido)pyrrolidine-1-carboxylate